1-[(12aR)-9-(2-ethyl-6-hydroxyphenyl)-8,10-difluoro-3,4,12,12a-tetrahydro-6H-pyrazino[2,1-c][1,4]benzooxazepin-2(1H)-yl]prop-2-en-1-one C(C)C1=C(C(=CC=C1)O)C1=C(C2=C(CN3[C@@H](CO2)CN(CC3)C(C=C)=O)C=C1F)F